FC1=CC=C(C=C1)CNC(=O)NC1=CC=C(C=C1)CNC(=O)C1=CC(=NC=C1)C {[(4-fluorophenyl)methyl]amino}-N-(4-{[(2-methyl(4-pyridyl))carbonylamino]methyl}phenyl)carboxamide